N-(6-{[5-cyclopropyl-1-(oxan-2-yl)-1H-pyrazol-3-yl]amino}-5-methoxy-1,2-benzoxazol-3-yl)-2,6-dimethoxy-N-[(4-methoxyphenyl)methyl]-4-(piperidin-3-yl)benzene-1-sulfonamide C1(CC1)C1=CC(=NN1C1OCCCC1)NC1=CC2=C(C(=NO2)N(S(=O)(=O)C2=C(C=C(C=C2OC)C2CNCCC2)OC)CC2=CC=C(C=C2)OC)C=C1OC